NC=1OC2=C(C=NC=C2C2C[C@@H](CCC2)C(=O)N2[C@H](C3=C(C=C(C=C3CC2)Cl)Cl)C)N1 ((1R)-3-(2-aminooxazolo[4,5-c]pyridin-7-yl)cyclohexyl)((S)-6,8-dichloro-1-methyl-3,4-dihydroisoquinolin-2(1H)-yl)methanone